N-(cyclohexylmethyl)-7-fluoro-6-methoxy-4-oxo-4H-chromene-2-carboxamide C1(CCCCC1)CNC(=O)C=1OC2=CC(=C(C=C2C(C1)=O)OC)F